Malonyl-Coenzyme A lithium [Li].C(CC(=O)O)(=O)SCCNC(CCNC([C@@H](C(COP(OP(OC[C@@H]1[C@H]([C@H]([C@@H](O1)N1C=NC=2C(N)=NC=NC12)O)OP(=O)(O)O)(=O)O)(=O)O)(C)C)O)=O)=O